CC1=NN2C(CCCC2)=C1 methyl-4H,5H,6H,7H-pyrazolo[1,5-a]pyridin